ClC1=C(CC(C=C1)(O)C)C Para-chloro-meta-dimethylphenol